C(C1=CC=CC=C1)OC=1C=C(C=2N(N1)C=C(C2)C(CBr)=O)OC 1-(2-(benzyloxy)-4-methoxypyrrolo[1,2-b]pyridazin-6-yl)-2-bromoethane-1-one